N=1C=CN2C1CN(CC2)S(=O)(=O)C=2C=CC(=C(C2)C2=CN=C1C(=NC=NN12)N)C 7-(5-((5,6-dihydroimidazo[1,2-a]pyrazin-7(8H)-yl)sulfonyl)-2-methylphenyl)imidazo[2,1-f][1,2,4]triazin-4-amine